ClC1=C(C=C(C=C1)Cl)S(=O)(=O)NC1=NC=CC(=C1F)C#CC=1C=C2C(=NC1)NN=C2 2,5-dichloro-N-[3-fluoro-4-(2-{1H-pyrazolo[3,4-b]pyridin-5-yl}ethynyl)pyridin-2-yl]benzene-1-sulfonamide